1'-((3-chloro-8-methoxy-4-oxo-4,5-dihydropyrazolo[1,5-a]quinoxalin-7-yl)methyl)-N,3'-dimethyl-1',2',3',6'-tetrahydro-[3,4'-bipyridine]-6-carboxamide ClC=1C=NN2C1C(NC1=CC(=C(C=C21)OC)CN2CC(C(=CC2)C=2C=NC(=CC2)C(=O)NC)C)=O